1-(3,3-difluorocyclobutyl)-N-((R)-1-(3-(difluoromethyl)-2-fluorophenyl)ethyl)-4-(((1R,5s,8s)-3-methyl-3-azabicyclo[3.2.1]oct-8-yl)amino)-6-oxo-1,6-dihydropyridine-3-carboxamide FC1(CC(C1)N1C=C(C(=CC1=O)NC1[C@H]2CN(C[C@@H]1CC2)C)C(=O)N[C@H](C)C2=C(C(=CC=C2)C(F)F)F)F